FC12CC(C1)(C2)NC(C)=O N-(3-fluorobicyclo[1.1.1]pentan-1-yl)acetamide